4-fluoro-2-nitro-5-(trifluoromethyl)phenol FC1=CC(=C(C=C1C(F)(F)F)O)[N+](=O)[O-]